ClC=1C=C(C=CC1)[C@@H]1[C@H](C1)C1=NC2=CC(=CC=C2C(=C1)OC)NCC=1N=C2N(C=C(C=C2)C2CC2)C1 |o1:7,8| ((1S*,2S*)-2-(3-chlorophenyl)cyclopropyl)-N-((6-cyclopropylimidazo[1,2-a]pyridin-2-yl)methyl)-4-methoxyquinolin-7-amine